(E)-1-{9-[(2R,3R,4S,5R)-3,4-Dihydroxy-5-(hydroxymethyl)tetrahydrofur-2-yl]-N-adenineyl}-5-guanidino-2-penten-1-one O[C@H]1[C@@H](O[C@@H]([C@H]1O)CO)N1C2=NC=NC(=C2N=C1)NC(\C=C\CCNC(=N)N)=O